FC=1C=C(OC2=CC=C3CCN(CC3=C2)C(CCS(=O)(=O)C)=O)C=CC1C(F)(F)F 1-(7-(3-fluoro-4-(trifluoromethyl)phenoxy)-3,4-dihydroisoquinolin-2(1H)-yl)-3-(methyl-sulfonyl)propan-1-one